C(C1=CC=CC=C1)OCC1=NN(C(N1CC)=O)C1=C(C=C2C(=N1)C(C(OC2=O)O)C(C)C)F (3-((Benzyloxy)methyl)-4-ethyl-5-oxo-4,5-dihydro-1H-1,2,4-triazol-1-yl)-3-fluoro-7-hydroxy-8-isopropyl-7,8-dihydro-5H-pyrano[4,3-b]pyridin-5-one